5-(3-chlorophenyl)-1H-pyrazol-3-amine ClC=1C=C(C=CC1)C1=CC(=NN1)N